4-(7-methoxy-1-tetrahydropyran-2-yl-3-vinyl-pyrazolo[3,4-c]pyridin-5-yl)-2,5-dimethyl-pyrazol-3-ol COC=1N=C(C=C2C1N(N=C2C=C)C2OCCCC2)C2=C(N(N=C2C)C)O